FC=1C(=C(SC1CC(C)C)S(=O)(=O)NC(OCCCC)=O)C1=CC=C(C=C1)CN1C(=NC=C1)C(C)(C)O butyl ((4-fluoro-3-(4-((2-(2-hydroxypropan-2-yl)-1H-imidazol-1-yl)methyl)phenyl)-5-isobutylthiophen-2-yl)sulfonyl)carbamate